FC1=C(C(=CC(=C1)OC)F)NC(C1=C(C=C(C(=C1)F)N1N=C2N(CCCC2)C1=O)O[C@H](C(F)(F)F)C)=O N-(2,6-difluoro-4-methoxyphenyl)-5-fluoro-4-(3-oxo-5,6,7,8-tetrahydro[1,2,4]triazolo[4,3-a]pyridin-2(3H)-yl)-2-{[(2S)-1,1,1-trifluoropropan-2-yl]oxy}benzamide